C(C1=CC=CC=C1)OC1=C2C[C@H]([C@@H](OC2=CC(=C1)OCC1=CC=CC=C1)C1=CC(=C(C(=C1)OCC1=CC=CC=C1)OCC1=CC=CC=C1)OCC1=CC=CC=C1)O (2s,3r)-5,7-bis(benzyloxy)-2-(3,4,5-tris(benzyloxy)phenyl)chroman-3-ol